C(C1=CC=CC=C1)NC(=O)C1=C(SC2=C1CCCC2)NC(CSC2=NN=C(N2C)C2CC2)=O N-benzyl-2-{2-[(5-cyclopropyl-4-methyl-4H-1,2,4-triazol-3-yl)sulfanyl]acetamido}-4,5,6,7-tetrahydro-1-benzothiophene-3-carboxamide